C(CCSSCCCS(=O)(=O)[O-])S(=O)(=O)[O-].[Na+].[Na+] sodium 3,3'-dithiobis(1-propanesulfonate)